N1=CC=CC2=CC=CC(=C12)CBr quinolin-8-ylmethyl bromide